(R)-tert-Butyl (1-(2-(1-ethyl-1H-indol-2-yl)-3-methyl-3H-imidazo[4,5-b]pyridine-6-carbonyl)piperidin-3-yl)carbamate C(C)N1C(=CC2=CC=CC=C12)C1=NC=2C(=NC=C(C2)C(=O)N2C[C@@H](CCC2)NC(OC(C)(C)C)=O)N1C